tert-butyl (1-cyanovinyl)carbamate C(#N)C(=C)NC(OC(C)(C)C)=O